FC(S(=O)(=O)OC1=CC=C2C=CC=NC2=C1)(F)F quinolin-7-yl trifluoromethanesulfonate